C=1N=CN2C1C1=CC=CC=C1[C@H]2C2C(C=1C(=NON1)CC2)O 5-((R)-5H-Imidazo[5,1-a]isoindol-5-yl)-4,5,6,7-tetrahydrobenzo[c][1,2,5]oxadiazol-4-ol